C(C1=CC=CC=C1)N1CCC(CC1)(C)SCC(C)C 1-Benzyl-4-(isobutylthio)-4-methylpiperidine